tert-butyl (4-(2-(4-(5-cyano-4-((2,6-dioxopiperidin-3-yl)amino)-2-fluorophenyl)piperazin-1-yl)ethyl)piperidin-1-yl)carbamate C(#N)C=1C(=CC(=C(C1)N1CCN(CC1)CCC1CCN(CC1)NC(OC(C)(C)C)=O)F)NC1C(NC(CC1)=O)=O